O[C@]1(C(N([C@H]2C[C@H]12)C)=O)C#CC=1C=C(C=CC1)C=1N=C(N2C1C=CC=C2)C(=O)N |&1:6| 1-(3-(((1S,4S,SR)-4-hydroxy-2-methyl-3-oxo-2-azabicyclo[3.1.0]hexan-4-yl)ethynyl)phenyl)imidazo[1,5-a]pyridine-3-carboxamide